2-amino-4-bromo-3,6-difluoro-N-methylbenzamide NC1=C(C(=O)NC)C(=CC(=C1F)Br)F